5-[(Z)-2-(2-Aminopyrimidin-5-yl)-2-fluoroethenyl]-6-ethylpyridine-3-carboxylic acid NC1=NC=C(C=N1)/C(=C/C=1C=C(C=NC1CC)C(=O)O)/F